C(C)(C)(C)OC(=O)N(C1(CC1)C)CC=1C=C(C=2N(C1)C=CN2)C(=O)O 6-(((tert-butoxycarbonyl)(1-methylcyclopropyl)amino)methyl)imidazo[1,2-a]pyridine-8-carboxylic acid